Dec-2-ene-8-carboxylic acid tert-butyl ester C(C)(C)(C)OC(=O)C(CCCCC=CC)CC